azabicyclo[3.1.1]heptane-2,4-dione N12C(CC(C(C1)C2)=O)=O